CC1=CC(=NC=C1C=1C=NC2=C(N(C(CN2)=O)CC2CCOCC2)N1)C(=O)N 4-methyl-5-(7-oxo-8-((tetrahydro-2H-pyran-4-yl)methyl)-5,6,7,8-tetrahydropyrazino[2,3-b]pyrazin-2-yl)picolinamide